O[B-]1([C@H]2C[C@H]2C2=CC=C(C(=C2O1)C(=O)O)OC1CN(C1)C([C@@H]1NC[C@@H](C1)O)=O)O (2R,4S)-5,5-dihydroxy-9-{1-[(4R)-4-hydroxy-D-prolyl]azetidin-3-yl}oxy-6-oxa-5-boranuidatricyclo[5.4.0.02,4]undeca-1(11),7,9-triene-8-carboxylic acid